2-methyloxy-5-methyl-(1,4)benzoquinone 3-sulfopropyl-acrylate potassium salt [K+].S(=O)(=O)([O-])CCCOC(C=C)=O.COC=1C(C=C(C(C1)=O)C)=O